4-[4-(1,3-benzoxazol-2-yl)piperidin-1-yl]-1,6-dimethyl-2-oxo-1,2-dihydroquinoline-3-carboxamide O1C(=NC2=C1C=CC=C2)C2CCN(CC2)C2=C(C(N(C1=CC=C(C=C21)C)C)=O)C(=O)N